C(CCI)CCI Diiodopentane